1-chloro-4-(4-fluorophenyl)-3-isopropyl-isoquinoline ClC1=NC(=C(C2=CC=CC=C12)C1=CC=C(C=C1)F)C(C)C